FC/C=C/C(=O)N1C(CN(CC1)C1=NC(=NC=2CC(CCC12)C1=CC(=CC2=CC=CC=C12)O)OCC1N(CCC1)C)CC#N (E)-2-(1-(4-fluorobut-2-enoyl)-4-(7-(3-hydroxynaphthalen-1-yl)-2-((1-methylpyrrolidin-2-yl)methoxy)-5,6,7,8-tetrahydroquinazolin-4-yl)piperazin-2-yl)acetonitrile